2'-chloro-6'-(2,6-difluoro-3,5-dimethoxyphenyl)-5',6'-dihydro-7'H-spiro[cyclopropane-1,8'-pyrido[4,3-d]pyrimidin]-7'-one ClC=1N=CC2=C(N1)C1(C(N(C2)C2=C(C(=CC(=C2F)OC)OC)F)=O)CC1